[C@H]1(C=CC2=CC=CC=C12)O |r| racemic-1-indenol